(3,5-difluoro-4-((6-methoxy-7-(2-(methylamino)ethoxy)quinolin-4-yl)oxy)phenyl)-4-methoxy-6-((2-methoxyethyl)amino)pyridine-3-carboxamide FC=1C=C(C=C(C1OC1=CC=NC2=CC(=C(C=C12)OC)OCCNC)F)C1=NC(=CC(=C1C(=O)N)OC)NCCOC